CC1=C(C(=CC=C1)C)N=C(C)C(C)=NC1=C(C=CC=C1C)C N,N'-bis(2,6-dimethylphenyl)butane-2,3-diimine